NC1=C2C(=NC=N1)N(N=C2C2=CC(=C(C=C2)N)F)CC(C)(O)C 1-(4-amino-3-(4-amino-3-fluorophenyl)-1H-pyrazolo[3,4-d]pyrimidin-1-yl)-2-methylpropan-2-ol